BrC1=C(C(=C(C(=C1)OC)C(C)C)OC)F 1-Bromo-2-fluoro-4-isopropyl-3,5-dimethoxybenzene